bromo-2',3'-dihydrospiro[cyclohexane-1,6'-indeno[5,6-b][1,4]dioxin]-4-one BrC1COC2=C(O1)C=C1C=CC3(C1=C2)CCC(CC3)=O